3-(1-methyl-1H-pyrazol-4-yl)-5-nitrobenzenesulfonamide CN1N=CC(=C1)C=1C=C(C=C(C1)[N+](=O)[O-])S(=O)(=O)N